N1(N=NN=C1)C[C@H](C)OC=1C=C(C=CC1Cl)C=1C=NC(=NC1)NC=1C(=NN(C1)C1CCC(CC1)N1CCOCC1)OCCCS(=O)(=O)CC 5-(3-(((S)-1-(1H-tetrazol-1-yl)propan-2-yl)oxy)-4-chlorophenyl)-N-(3-(3-(ethylsulfonyl)propoxy)-1-((1r,4r)-4-morpholinocyclohexyl)-1H-pyrazol-4-yl)pyrimidin-2-amine